N1(CCC1)CC1=CSC2=C1N=C(N=C2N2[C@@H](COCC2)C)C2=C1C(=NC=C2)NC=C1 (R)-4-(7-(azetidin-1-ylmethyl)-2-(1H-pyrrolo[2,3-b]pyridin-4-yl)thieno[3,2-d]pyrimidin-4-yl)-3-methylmorpholine